(R)-6-chloro-3-((1-(3,6-dimethyl-2-(2-methyl-6,7-dihydropyrazolo[1,5-a]pyrazin-5(4H)-yl)-4-oxo-3,4-dihydroquinazolin-8-yl)ethyl)amino)-N-(methylsulfonyl)picolinamide ClC1=CC=C(C(=N1)C(=O)NS(=O)(=O)C)N[C@H](C)C=1C=C(C=C2C(N(C(=NC12)N1CC=2N(CC1)N=C(C2)C)C)=O)C